C(C)(C)C1=CNC2=CC=C(C=C12)C1CCN(CC1)C(CC=1N=NN(N1)C)=O 3-isopropyl-5-(1-(2-(2-methyl-2H-tetrazol-5-yl)acetyl)piperidin-4-yl)-1H-indole